non-3-yn-1-yl 8-((6-((4,4-bis(((Z)-oct-5-en-1-yl)oxy)butanoyl)oxy)hexyl)(2-hydroxyethyl)amino)octanoate C(CCC\C=C/CC)OC(CCC(=O)OCCCCCCN(CCCCCCCC(=O)OCCC#CCCCCC)CCO)OCCCC\C=C/CC